4-iodotetrahydrothiopyran IC1CCSCC1